O[C@H]1C[C@H]2CC([C@H]3[C@@H]4CC[C@H]([C@@H](CCC(=O)O)C)[C@]4(CC[C@@H]3[C@]2(CC1)C)C)=O 3α-hydroxy-7-oxo-5β-cholanic Acid